2-(6,6-dimethyl-1,4,9-trioxadispiro[4.2.48.25]tetradec-11-en-11-yl)pyrazine CC1(C2(OCCO2)CCC2(C1)OCC(=C2)C2=NC=CN=C2)C